(R)-tert-butyl ((4-(N-(5-chloro-4-(cyclopentylmethoxy)-2-fluorobenzoyl)sulfamoyl) morpholin-2-yl)methyl)carbamate ClC=1C(=CC(=C(C(=O)NS(=O)(=O)N2C[C@H](OCC2)CNC(OC(C)(C)C)=O)C1)F)OCC1CCCC1